1,1-diethylpropyl hydroperoxide C(C)C(CC)(CC)OO